C(C)C1=C(C=CC(=C1)CCCC)O 2-ethyl-4-butylphenol